FC=1C=C(C=C2C(C(N(C12)C=1C=NC=C(C1)OC(F)(F)F)=O)(C)C)C(=O)NC1(CCS(CC1)(=O)=O)C 7-fluoro-3,3-dimethyl-N-(4-methyl-1,1-dioxo-thiacyclohexan-4-yl)-2-oxo-1-[5-(trifluoromethoxy)-3-pyridinyl]indoline-5-carboxamide